N-[2-(2-Chlorophenyl)ethyl]thieno[2,3-d]pyrimidin-4-amine ClC1=C(C=CC=C1)CCNC=1C2=C(N=CN1)SC=C2